N1(CCC1)C1=NC=C(C=N1)CN1N=CC(=C1)NC(=O)C1=NC(=CN=C1C=C)C1=C(C(=CC=C1C(F)F)Cl)F N-(1-((2-(azetidin-1-yl)pyrimidin-5-yl)methyl)-1H-pyrazol-4-yl)-6-(3-chloro-6-(difluoromethyl)-2-fluorophenyl)-3-vinylpyrazine-2-carboxamide